4-(((1-(cyanoimino)-1-oxidohexahydro-1λ6-thiopyran-4-yl)-methyl)amino)-3-nitrobenzenesulfonamide C(#N)N=S1(CCC(CC1)CNC1=C(C=C(C=C1)S(=O)(=O)N)[N+](=O)[O-])=O